3-((5-fluoropyridin-2-yl)amino)-1-(2,2,2-trifluoroethyl)-1H-pyrazolo[4,3-c]pyridine-6-carboxamide FC=1C=CC(=NC1)NC1=NN(C2=C1C=NC(=C2)C(=O)N)CC(F)(F)F